(2R,5S)-2,5-dimethyl-4-[6-(trifluoromethyl)-1,3-benzothiazol-2-yl]piperazine-1-carbonyl chloride C[C@H]1N(C[C@@H](N(C1)C=1SC2=C(N1)C=CC(=C2)C(F)(F)F)C)C(=O)Cl